F/C=C(\CN)/COC1=CC=C(C=C1)S(=O)(=O)COCCOC (E)-3-fluoro-2-((4-(((2-methoxyethoxy)methyl)sulfonyl)phenoxy)methyl)prop-2-en-1-amine